BrC=1C(=C2CN(C(C2=CC1)=O)N1C(CCCC1=O)=O)Cl (5-bromo-4-chloro-1-oxoisoindolin-2-yl)piperidine-2,6-dione